1-[6-[5-[(6-methylpyridazin-3-yl)amino]benzimidazol-1-yl]-2-[2-methyl-5-(trifluoromethyl)pyrazol-3-yl]-3-pyridyl]ethanol CC1=CC=C(N=N1)NC1=CC2=C(N(C=N2)C2=CC=C(C(=N2)C=2N(N=C(C2)C(F)(F)F)C)C(C)O)C=C1